tris[3-(di-isopropylamino)propyl]amine C(C)(C)N(CCCN(CCCN(C(C)C)C(C)C)CCCN(C(C)C)C(C)C)C(C)C